C(CCCCC)OCCCCCCCCCCC n-Hexyl-n-undecylether